CC1=CC=C(C=C1)S(=O)(=O)O.C(#N)C(C#N)N Aminomalononitrile p-toluenesulfonate